ClC1=C(C=CC(=C1)OC1=CC=C(C=C1)Cl)[C@]1(OC[C@@H](O1)C)CN1N=CN=C1 1-({(2R,4S)-2-[2-chloro-4-(4-chloro-phenoxy)phenyl]-4-methyl-1,3-dioxolan-2-yl}methyl)-1H-1,2,4-triazole